[Si](C1=CC=CC=C1)(C1=CC=CC=C1)(C(C)(C)C)OCCCC(C)OC1=C(C(=O)OC)C=CC(=N1)N1C(N(C2=NC=NC(=C12)OCC(=C)C)COCC[Si](C)(C)C)=O methyl 2-((5-((tert-butyldiphenylsilyl)oxy)pentan-2-yl)oxy)-6-(6-((2-methylallyl)oxy)-8-oxo-9-((2-(trimethylsilyl)ethoxy)methyl)-8,9-dihydro-7H-purin-7-yl)nicotinate